NCC1=NNC(C2=CC=C(C=C12)C=1C=NN(C1C1=C(C2=C(S1)C=CC=C2)C#N)C)=O 2-(4-(4-(aminomethyl)-1-oxo-1,2-dihydrophthalazin-6-yl)-1-methyl-1H-pyrazol-5-yl)benzo[b]thiophene-3-carbonitrile